COC1=C(OCC2CCN(CC2)C(=O)[C@H](CC(C)C)N2C([C@@H](NCC2)CC(C)C)=O)C=CC=C1 (S)-1-[(S)-1-({4-[(o-Methoxy-phenoxy)methyl]-1-piperidyl}carbonyl)-3-methylbutyl]-3-isobutyl-2-piperazinone